[N+](=O)([O-])C1=C(C=CC=C1)NC1=CC=C2C(=N1)NC=C2 N-(2-Nitrophenyl)-1H-pyrrolo[2,3-b]Pyridin-6-amine